4-(tetrahydro-1H-pyrrol-1-yl)benzene-1,2-diamine N1(CCCC1)C=1C=C(C(=CC1)N)N